BIS(2-HEXYLDECYL) 7-(N-(3-(DIMETHYLAMINO)PROPYL)-8-METHOXY-8-OXOOCTANAMIDO)TRIDECANEDIOATE CN(CCCN(C(CCCCCCC(=O)OC)=O)C(CCCCCC(=O)OCC(CCCCCCCC)CCCCCC)CCCCCC(=O)OCC(CCCCCCCC)CCCCCC)C